benzyl (2S)-2-(cyanomethyl)-4-[8-(3-fluoro-2-methyl-phenyl)-2-[[(2S)-1-methylpyrrolidin-2-yl]methoxy]-5,6,7,9-tetrahydropyrimido[4,5-c]azepin-4-yl]piperazine-1-carboxylate C(#N)C[C@@H]1N(CCN(C1)C1=NC(=NC=2CN(CCCC21)C2=C(C(=CC=C2)F)C)OC[C@H]2N(CCC2)C)C(=O)OCC2=CC=CC=C2